N-(5-benzyl-3-cyanothiophen-2-yl)-2-(m-tolyloxy)acetamide C(C1=CC=CC=C1)C1=CC(=C(S1)NC(COC=1C=C(C=CC1)C)=O)C#N